(3-((6-(4-hydroxyphenyl)-1H-indazol-4-yl)oxy)cyclobutyl)but-2-enamide OC1=CC=C(C=C1)C1=CC(=C2C=NNC2=C1)OC1CC(C1)C(C(=O)N)=CC